2-((2-(2,6-dioxopiperidin-3-yl)-3-methyl-1-oxoisoindolin-4-yl)oxy)acetic acid O=C1NC(CCC1N1C(C2=CC=CC(=C2C1C)OCC(=O)O)=O)=O